C(C)(C)(C)OC(=O)N(CC(=O)OC(C)(C)C)CCCC t-butyl N-(t-butoxycarbonyl)-N-butylglycinate